C1(=CC=CC=C1)C1=C(C=CC=2C3=CC=CC=C3C3(C4=CC=CC=C4C4=CC=CC=C43)C12)NC1=CC=C(C=C1)C=1C=CC=2N(C4=CC=CC=C4C2C1)C1=CC=CC=C1 phenyl-N-[4-(9-phenyl-9H-carbazol-3-yl)phenyl]spiro-9,9'-bifluoren-2-amine